(n-butoxy)indium C(CCC)O[In]